[Na].C12CCC(CC1)C2 bicyclo[2.2.1]heptane sodium